magnesium tetrakis(heptafluoronaphthyl)borate salt FC=1C(=C(C(=C2C(=C(C(=C(C12)[B-](C1=C(C(=C(C2=C(C(=C(C(=C12)F)F)F)F)F)F)F)(C1=C(C(=C(C2=C(C(=C(C(=C12)F)F)F)F)F)F)F)C1=C(C(=C(C2=C(C(=C(C(=C12)F)F)F)F)F)F)F)F)F)F)F)F)F.[Mg+2].FC=1C(=C(C(=C2C(=C(C(=C(C12)[B-](C1=C(C(=C(C2=C(C(=C(C(=C12)F)F)F)F)F)F)F)(C1=C(C(=C(C2=C(C(=C(C(=C12)F)F)F)F)F)F)F)C1=C(C(=C(C2=C(C(=C(C(=C12)F)F)F)F)F)F)F)F)F)F)F)F)F